FC1=CC=C(C=N1)C=1C(=C(C#N)C(=CC1)C1=NN(C=C1)C)N1CCN(CC1)C1=NN=CN1C 3-(6-fluoropyridin-3-yl)-6-(1-methyl-1H-pyrazol-3-yl)-2-(4-(4-methyl-4H-1,2,4-triazol-3-yl)piperazin-1-yl)benzonitrile